NC1=C2C(=C3C(=N1)C=C(N3)C(=O)N([C@H](C)C3=NC=C(C=C3F)C(F)(F)F)CC)CO[C@@H]2C (R)-5-amino-N-ethyl-N-((R)-1-(3-fluoro-5-(trifluoromethyl)pyridin-2-yl)ethyl)-6-methyl-6,8-dihydro-1H-furo[3,4-d]pyrrolo[3,2-b]pyridine-2-carboxamide